(1-hydroxypentyl)cyclopentanone OC(CCCC)C1C(CCC1)=O